COC=1C=C2C(=NC(=NC2=CC1OC)C)NC(C)C=1SC(=CC1)C1=C(C=CC=C1)CN1CCOCC1 6,7-dimethoxy-2-methyl-N-[1-{5-[2-(morpholin-4-ylmethyl)phenyl]thiophen-2-yl}ethyl]quinazolin-4-amine